CC1=NC=C(C=C1C)C=1CC[C@@H](CN1)C |r| 2,3-dimethyl-5-[rac-(3S)-3-methyl-2,3,4,5-tetrahydropyridin-6-yl]pyridine